Z-tyrosine C1=CC=C(C=C1)COC(=O)N[C@@H](CC2=CC=C(C=C2)O)C(=O)O